C(C)OC(=O)C=1C=NC2=CC=C(C=C2C1NC1=C(C(=O)O)C=CC=C1)C1=C2C=CNC2=CC=C1 2-[[3-ethoxycarbonyl-6-(1H-indol-4-yl)-4-quinolyl]amino]benzoic acid